ClC1=C(OC=2C(=NC=CC2)OCC(=O)OCC)C=C(C(=C1)F)N1C(N(C(=CC1=O)C(F)(F)F)C)=O ethyl 2-((3-(2-chloro-4-fluoro-5-(3-methyl-2,6-dioxo-4-(trifluoromethyl)-2,3-dihydropyrimidin-1(6H)-yl) phenoxy)pyridin-2-yl)oxy)acetate